N-(1,3-dimethyl-1H-pyrazol-4-yl)-5-methyl-4-(7-nitro-1H-indol-3-yl)pyrimidin-2-amine CN1N=C(C(=C1)NC1=NC=C(C(=N1)C1=CNC2=C(C=CC=C12)[N+](=O)[O-])C)C